(2S)-2-amino-N-[3-(2,6-difluorobenzoyl)-7,7-difluoro-4,5,6,8-tetrahydrocyclohepta[b]thiophen-2-yl]propanamide N[C@H](C(=O)NC1=C(C2=C(S1)CC(CCC2)(F)F)C(C2=C(C=CC=C2F)F)=O)C